([2,2'-bipyridine]-6,6'-diyl)bis(3-(4-fluorophenyl)propionamide) N1=C(C=CC=C1C(C(=O)N)CC1=CC=C(C=C1)F)C1=NC(=CC=C1)C(C(=O)N)CC1=CC=C(C=C1)F